((2-(6-(5,5-dimethyl-6,7-dihydro-5H-pyrrolo[2,1-c][1,2,4]triazol-3-yl)pyridin-2-yl)-6-morpholino-1-oxo-2,3-dihydro-1H-pyrrolo[3,4-c]pyridin-4-yl)methyl)(methyl)carbamate CC1(CCC2=NN=C(N21)C2=CC=CC(=N2)N2CC=1C(=NC(=CC1C2=O)N2CCOCC2)COC(NC)=O)C